(1S,2S,4R,6S)-6-ethyl-2-(hydroxymethyl)-2-(methoxymethyl)quinuclidin-3-one C(C)[C@H]1C[C@@H]2C([C@@](N1CC2)(COC)CO)=O